5,5,8,8-tetramethyl-3-phenyl-N-(5,5,8,8-tetramethyl-5,6,7,8-tetrahydronaphthalen-2-yl)-5,6,7,8-tetrahydronaphthalen-2-amine CC1(C=2C=C(C(=CC2C(CC1)(C)C)NC1=CC=2C(CCC(C2C=C1)(C)C)(C)C)C1=CC=CC=C1)C